zinc-manganese-iron-boron water O.[B].[Fe].[Mn].[Zn]